4-(Chloromethyl)-N,N-di-methylbenzamide ClCC1=CC=C(C(=O)N(C)C)C=C1